3-acetyl-2,2-dimethylcyclopropane-1-carboxylic acid tert-butyl ester C(C)(C)(C)OC(=O)C1C(C1C(C)=O)(C)C